phenylethylvalerate C1(=CC=CC=C1)CCOC(CCCC)=O